2-propanesulphonic Acid CC(C)S(=O)(=O)O